CC/C=C\\C/C=C\\C/C=C\\C/C=C\\C/C=C\\C/C=C\\CCCCCCCCCCCCCCC(=O)CC(=O)SCCNC(=O)CCNC(=O)[C@@H](C(C)(C)COP(=O)([O-])OP(=O)([O-])OC[C@@H]1[C@H]([C@H]([C@@H](O1)N2C=NC3=C(N=CN=C32)N)O)OP(=O)([O-])[O-])O The molecule is a 3-oxo-fatty acyl-CoA(4-) arising from deprotonation of the phosphate and diphosphate functions of (18Z,21Z,24Z,27Z,30Z,33Z)-3-oxohexatriacontahexaenoyl-CoA. It is a 3-oxo-fatty acyl-CoA(4-), an 11,12-saturated fatty acyl-CoA(4-) and an ultra-long-chain 3-oxoacyl-CoA(4-). It is a conjugate base of a (18Z,21Z,24Z,27Z,30Z,33Z)-3-oxohexatriacontahexaenoyl-CoA.